C(=O)(OCC1C2=CC=CC=C2C2=CC=CC=C12)[C@@](C(=O)O)(C1CN(C1)C(=O)OC(C)(C)C)N (S)-2-Fmoc-amino-2-(1-Boc-azetidin-3-yl)acetic acid